FC1=CC=C(C=C1)N1C2=C(S(CC(C1)CCC(F)(F)F)(=O)=O)C=C(C(=C2)C(F)(F)F)OC 5-(4-fluorophenyl)-8-methoxy-7-(trifluoromethyl)-3-(3,3,3-trifluoropropyl)-2,3,4,5-tetrahydrobenzo[b][1,4]thiazepine 1,1-dioxide